(S)-2-(tert-butoxycarbonyl-(methyl)amino)-3-cyclohexyl-3-methylbutanoic acid C(C)(C)(C)OC(=O)N([C@H](C(=O)O)C(C)(C)C1CCCCC1)C